Boc (tert-butyl 2-(4-bromophenyl)-3-((2-oxo-2-(quinolin-3-ylamino)ethyl)thio)-1,4,8-triazaspiro[4.5]deca-1,3-diene-8-carboxylate) C(C)(C)(C)C1C2(N=C(C(=N2)C2=CC=C(C=C2)Br)SCC(NC=2C=NC3=CC=CC=C3C2)=O)CCN(C1)C(=O)OC(=O)OC(C)(C)C